N1C=CC2=CC(=CC=C12)C=O 5-indolyl-formaldehyde